7-iodo-2-(4-(4-methylpiperazin-1-yl)phenyl)-3H-imidazo[4,5-b]pyridine IC1=C2C(=NC=C1)NC(=N2)C2=CC=C(C=C2)N2CCN(CC2)C